ClC1=CC(=C(C=C1F)[C@H](NC(=O)[C@@H]1N([C@@H]2C[C@@H]2C1)C(=O)C=1C=NC=C(C1)S(=O)(=O)C1CC1)C1CC1)F (1R,3R,5R)-N-((R)-(4-chloro-2,5-difluorophenyl)(cyclopropyl)methyl)-2-((5-(cyclopropylsulfonyl)-3-pyridinyl)carbonyl)-2-azabicyclo[3.1.0]hexane-3-carboxamide